tert-butyl (4-(7-iodo-5-oxo-2,3-dihydrothieno[2,3-f][1,4]thiazepin-4(5H)-yl)butyl)carbamate IC1=CC2=C(C(N(CCS2)CCCCNC(OC(C)(C)C)=O)=O)S1